N2-cyclopropyl-N4-(5-cyclopropyl-1H-pyrazol-3-yl)-6-methoxy-7-(3-(pyrrolidin-1-yl)propoxy)quinazoline-2,4-diamine C1(CC1)NC1=NC2=CC(=C(C=C2C(=N1)NC1=NNC(=C1)C1CC1)OC)OCCCN1CCCC1